(3S,4R,5R,6S)-1-(6-{[5-(3,5-difluorophenyl)-2-methyl-1,3-oxazol-4-yl]methoxy}hexyl)-3,4,5,6-azepanetetrol hydrochloride Cl.FC=1C=C(C=C(C1)F)C1=C(N=C(O1)C)COCCCCCCN1C[C@@H]([C@H]([C@@H]([C@H](C1)O)O)O)O